6-bromo-8-methyl-2-(methylsulfanyl)-6H-pyrido[2,3-d]pyrimidine-5,7-dione BrC1C(C2=C(N=C(N=C2)SC)N(C1=O)C)=O